(2s,4a'r,7'r,8a'r)-2',2'-dimethyl-8'-(4-(3,4,5-trifluorophenyl)-1H-1,2,3-triazol-1-yl)hexahydro-3H,4'H-spiro[furan-2,6'-pyrano[3,2-d][1,3]dioxin]-7'-ol CC1(OC[C@@H]2[C@H](O1)C([C@H]([C@]1(O2)OCCC1)O)N1N=NC(=C1)C1=CC(=C(C(=C1)F)F)F)C